Methyl 6-(2,6-difluoro-4-(2-methyl-2H-indazol-4-yl)benzyl)-5-oxo-5,6-dihydropyrido[4,3-d]pyrimidine-8-carboxylate FC1=C(CN2C(C3=C(N=CN=C3)C(=C2)C(=O)OC)=O)C(=CC(=C1)C=1C2=CN(N=C2C=CC1)C)F